2-(5-methoxy-2H-benzo[d][1,2,3]triazol-2-yl)ethan-1-one tert-Butyl-(4S)-4-[(3Z)-3-tert-butylsulfinyliminopropyl]-2,2-dimethyl-pyrrolidine-1-carboxylate C(C)(C)(C)OC(=O)N1C(C[C@@H](C1)CC\C=N/S(=O)C(C)(C)C)(C)C.COC1=CC=2C(=NN(N2)CC=O)C=C1